COCCC(CCC)SC(CC=O)CCC 3-[1-(2-Methoxyethyl)butylsulfanyl]hexanal